FC1(CC2(C1)C[C@H](N(CC2)CC2=C1C=CNC1=C(C=C2OC)C)C2=CC=C(C=C2)C(=O)N2CC(C2)CC(F)(F)F)F (S)-(4-(2,2-difluoro-7-((5-methoxy-7-methyl-1H-indol-4-yl)methyl)-7-azaspiro[3.5]nonan-6-yl)phenyl)(3-(2,2,2-trifluoroethyl)azetidin-1-yl)methanone